C1(=CC=C(C=C1)C1=NC(=NC(=N1)C1=CC=C(C=C1)C1=CC=CC=C1)C1=CC=C(C=C1)C1=CC=CC=C1)C1=CC=CC=C1 2,4,6-tris(biphenyl-4-yl)-1,3,5-triazine